((2S,5R)-5-((tert-butoxycarbonyl)amino)tetrahydro-2H-pyran-2-yl)methanesulfonic acid methyl ester COS(=O)(=O)C[C@H]1OC[C@@H](CC1)NC(=O)OC(C)(C)C